4-chloro-N-((1S,2R)-2-(2,3-dihydro-1H-inden-4-yl)-1-(5-oxo-4,5-dihydro-1,3,4-oxadiazol-2-yl)propyl)-2-(2-hydroxypropan-2-yl)benzenesulfonamide ClC1=CC(=C(C=C1)S(=O)(=O)N[C@@H]([C@H](C)C1=C2CCCC2=CC=C1)C=1OC(NN1)=O)C(C)(C)O